N-(5-cyanothiazol-2-yl)-9-(methyl(7H-pyrrolo[2,3-d]pyrimidin-4-yl)amino)-3-azaspiro[5.5]undecane-3-carboxamide C(#N)C1=CN=C(S1)NC(=O)N1CCC2(CC1)CCC(CC2)N(C=2C1=C(N=CN2)NC=C1)C